C(C)C1=C(N=C(O1)N1CC(C1)(C)OC)C(=O)OCC ethyl 5-ethyl-2-(3-methoxy-3-methylazetidin-1-yl)oxazole-4-carboxylate